CC1=C(C=C2N=CC=NC2=C1)NC=1N=CC2=C(N1)NC(C21CC1)=O 2'-((7-methylquinoxalin-6-yl)amino)spiro[cyclopropane-1,5'-pyrrolo[2,3-d]pyrimidin]-6'(7'H)-one